(R)-2-(4-(2-hydroxy-8-(trifluoromethyl)-5H-[1]benzopyrano[4,3-c]quinolin-5-yl)phenoxy)ethanal OC=1C=CC=2C3=C(C=NC2C1)C1=C(O[C@@H]3C3=CC=C(OCC=O)C=C3)C=C(C=C1)C(F)(F)F